benzyl (2S,5R)-5-((3-chloro-6-((1-ethyl-1H-pyrazol-4-yl)amino)-1H-pyrazolo[3,4-d]pyrimidin-4-yl)(methyl)amino)-2-methylpiperidine-1-carboxylate ClC1=NNC2=NC(=NC(=C21)N([C@@H]2CC[C@@H](N(C2)C(=O)OCC2=CC=CC=C2)C)C)NC=2C=NN(C2)CC